({1-[2-(2,6-dioxopiperidin-3-yl)-1-oxo-3H-isoindol-5-yl]piperidin-4-yl}oxy)acetic acid O=C1NC(CCC1N1C(C2=CC=C(C=C2C1)N1CCC(CC1)OCC(=O)O)=O)=O